4-methyl-2-{6-oxa-3-azabicyclo[3.1.1]heptan-3-yl}pyrimidin CC1=NC(=NC=C1)N1CC2OC(C1)C2